tert-butyl 4-[[2-chloro-5-(tetrahydropyran-2-yloxymethyl)-3-pyridyl]-hydroxy-methyl]-4-methyl-piperidine-1-carboxylate ClC1=NC=C(C=C1C(C1(CCN(CC1)C(=O)OC(C)(C)C)C)O)COC1OCCCC1